(S-2S)-N-[(1E)-4-chlorobutylidene]-2-methylpropane-2-sulfinamide ClCCC\C=N\[S@@](=O)C(C)(C)C